1-[4-(2-methylpropyloxy)phenyl]methylamine CC(COC1=CC=C(C=C1)CN)C